4-(2-fluoro-6-methoxyphenyl)-N-(5-((5-(hydroxymethyl)pyrazin-2-yl)methoxy)-1,3,4-thiadiazol-2-yl)-6-methylnicotinamide FC1=C(C(=CC=C1)OC)C1=CC(=NC=C1C(=O)NC=1SC(=NN1)OCC1=NC=C(N=C1)CO)C